3-methacryloyloxypropane C(C(=C)C)(=O)OCCC